ClC=1C(=NC=C(C1)Cl)OC1CCC2(C(NC3=CC=C(C=C23)C(=O)NCCC(C)=O)=O)CC1 cis-4-[(3,5-dichloro-2-pyridyl)oxy]-2'-oxo-N-(3-oxobutyl)spiro[cyclohexane-1,3'-indoline]-5'-carboxamide